C(CCCCCCC)ON1C(CC(CC1(C)C)OC(CCCCCCCCC(=O)OC1CC(N(C(C1)(C)C)OCCCCCCCC)(C)C)=O)(C)C bis(1-octyloxy-2,2,6,6-tetramethyl-4-piperidinyl)sebacat